(2,7-di-tert-butyl-fluorenyl)-adamantylamino-dimethyl-titanium C(C)(C)(C)C1=C(C=2CC3=CC(=CC=C3C2C=C1)C(C)(C)C)[Ti](C)(C)NC12CC3CC(CC(C1)C3)C2